1-(4-(4-methoxyphenyl)cyclohexyl)heptan-1-one COC1=CC=C(C=C1)C1CCC(CC1)C(CCCCCC)=O